ethyl 4-amino-1-(4-cyanophenyl)-3-(1,4-dioxaspiro[4.5]dec-7-en-8-yl)-1H-pyrazole-5-carboxylate NC=1C(=NN(C1C(=O)OCC)C1=CC=C(C=C1)C#N)C1=CCC2(OCCO2)CC1